C1(CC1)C1=CC=C2C(=NC(N(C2=C1)C1=NC=CN=C1C(F)(F)F)=O)NC 7-cyclopropyl-4-(methylamino)-1-(3-(trifluoromethyl)pyrazin-2-yl)quinazolin-2(1H)-one